butyl ((5-((3-(methylthio)-5-(1H-pyrazol-4-yl)phenyl)thio)thiophen-2-yl)methyl)carbamate CSC=1C=C(C=C(C1)C=1C=NNC1)SC1=CC=C(S1)CNC(OCCCC)=O